(5-(8-chloroimidazo[1,5-a]pyrazin-3-yl)tetrahydro-2H-pyran-2-yl)methanol ClC=1C=2N(C=CN1)C(=NC2)C2CCC(OC2)CO